2-(allyloxy)-ethanol C(C=C)OCCO